(R)-1-(3-chlorophenethyl)-3-((4-(methylsulfonyl)phenoxy)methyl)piperidin-3-ol ClC=1C=C(CCN2C[C@@](CCC2)(O)COC2=CC=C(C=C2)S(=O)(=O)C)C=CC1